CC1=C(C=CC(=C1)S(=O)(=O)C)[C@@H]1NCCCCC1 |r| (+-)-2-(2-methyl-4-(methylsulfonyl)phenyl)azepane